4-((2-aminopyridin-4-yl)oxy-3-fluorophenyl)-1-phenyl-5-(trifluoromethyl)-1H-imidazole NC1=NC=CC(=C1)OC1=C(C=CC=C1F)C=1N=CN(C1C(F)(F)F)C1=CC=CC=C1